2-(3-{3-[(cyclopropylamino)methyl]pyrrolidin-1-yl}-1,2,4-triazin-6-yl)-5-(1H-pyrazol-4-yl)phenol formate salt C(=O)O.C1(CC1)NCC1CN(CC1)C=1N=NC(=CN1)C1=C(C=C(C=C1)C=1C=NNC1)O